5-chloro-1,3-oxathiolane ClC1CSCO1